C(C)(C)(C)OC(=O)N1C(CC1)CC(C(=O)OCC)=O (3-ethoxy-2,3-dioxopropyl)azetidine-1-carboxylic acid tert-butyl ester